COC=1C=C2C(=NC1)C(=CN2)C=2CCN(CC2)C 4-{6-methoxy-1H-pyrrolo[3,2-b]pyridin-3-yl}-1-methyl-3,6-dihydro-2H-pyridine